OCCCCC(C(=O)[O-])=O 6-hydroxy-2-oxohexanoate